3-iodo-1,2-phenylene diacetate C(C)(=O)OC1=C(C(=CC=C1)I)OC(C)=O